C(C1=CC=CC=C1)OC1CCC12CN(C(CC2)CO[Si](C)(C)C(C)(C)C)S(=O)(=O)C2=C(C=CC=C2)[N+](=O)[O-] (benzyloxy)-7-(((tert-butyldimethylsilyl)oxy)methyl)-6-((2-nitrophenyl)sulfonyl)-6-azaspiro[3.5]nonane